N1(CCN(CCCNCCC1)CC=1C(=C(C=C(C1)C)C(C(=O)N)(CO)O)O)CC=1C(=C(C=C(C1)C)C(C(=O)N)(CO)O)O N'-{1,4,8-triazacycloundecane-1,4-diylbis[methylene(2-hydroxy-5-methyl-3,1-phenylene)]}bis(2,3-dihydroxypropanamide)